BrC1=C(C(=C(C=C1)C(=C(C#N)C#N)O)F)F 2-[(4-bromo-2,3-difluoro-phenyl)-hydroxymethylene]propanedinitrile